ClC=1C(=NN2C1C(NCC2)=O)C2=C1C(=NC=C2)C=NS1 3-chloro-2-{[1,2]thiazolo[4,5-b]pyridin-7-yl}-5H,6H,7H-pyrazolo[1,5-a]pyrazin-4-one